C(CCCCC)C(C(=O)NC(CCSCCC(=O)OCCCCCCCCCCCCCCCC)C(=O)NCCCN1CCOCC1)CCCCCCCC hexadecyl 3-((3-(2-hexyldecanamido)-4-((3-morpholinopropyl)amino)-4-oxobutyl)thio)propanoate